ClC1=C(C2=C(N=N1)N(CC2)[C@H]2CN(CCC2)C(=O)OC(C)(C)C)C2CC2 tert-butyl (R)-3-(3-chloro-4-cyclopropyl-5,6-dihydro-7H-pyrrolo[2,3-c]pyridazin-7-yl)piperidine-1-carboxylate